CC=1C=C(C=CC1OC=1C=CC2=CN(N=C2C1)C)NC=1C2=C(N=CN1)C=CC(=N2)OC2CCN(CC2)C(C=C)=O 1-(4-((4-((3-methyl-4-((2-methyl-2H-indazol-6-yl)oxy)phenyl)amino)pyrido[3,2-d]pyrimidin-6-yl)oxy)piperidin-1-yl)prop-2-en-1-one